CC1=NN2C(NC(=C(C2)C(=O)OCC)C)=N1 ethyl 2,5-dimethyl-4,7-dihydro-[1,2,4]triazolo[1,5-a]pyrimidine-6-carboxylate